trifluoromethanesulfonic acid [2-[bis(t-butoxycarbonyl) amino] thieno[2,3-b]pyridin-4-yl] ester C(C)(C)(C)OC(=O)N(C1=CC=2C(=NC=CC2OS(=O)(=O)C(F)(F)F)S1)C(=O)OC(C)(C)C